1-(5-(6-chloro-3-(1H-imidazol-1-yl)-5-methoxy-1-methyl-1H-pyrrolo[3,2-b]pyridin-2-yl)-4H-1,2,4-triazol-3-yl)-2-meth-oxy-N,N-dimethylethan-1-amine ClC=1C=C2C(=NC1OC)C(=C(N2C)C=2NC(=NN2)C(COC)N(C)C)N2C=NC=C2